N-((4'-fluoro-3-(2-methyl-2H-tetrazol-5-yl)[1,1'-biphenyl]-4-yl)methyl)acrylamide FC1=CC=C(C=C1)C1=CC(=C(C=C1)CNC(C=C)=O)C=1N=NN(N1)C